N=1N=CN2C=NC(=CC21)OC2=C(C=C(C=C2)C2(NC=NC1=CC=C(C=C21)NC=2OCC(N2)(C)C)N)C 4-(4-([1,2,4]-triazolo[4,3-c]Pyrimidin-7-yloxy)-3-methylphenyl)-N6-(4,4-dimethyl-4,5-dihydrooxazol-2-yl)quinazoline-4,6-diamine